FC([C@H](C)N1N=C2N(C(N(CC2=C1)C1CCN(CC1)C1=C(C=CC=C1C)F)=O)CC1=C(C=CC=C1)C(F)(F)F)F 2-((S)-2,2-difluoro-1-methyl-ethyl)-5-[1-(2-fluoro-6-methyl-phenyl)-piperidin-4-yl]-7-(2-trifluoromethyl-benzyl)-2,4,5,7-tetrahydro-pyrazolo[3,4-d]pyrimidin-6-one